ClC(CC)(Cl)[SiH3] 1,1-dichloropropylsilane